(3-((3-chloro-6-((1-methyl-1H-pyrazol-4-yl)amino)pyrazin-2-yl)oxy)phenyl)carbamic acid tert-butyl ester C(C)(C)(C)OC(NC1=CC(=CC=C1)OC1=NC(=CN=C1Cl)NC=1C=NN(C1)C)=O